BrC1=NC=2C=C(C=CC2C2=C1N(C(C21CCC1)=O)C)F Bromo-7'-fluoro-3'-methylspiro[cyclobutane-1,1'-pyrrolo[2,3-c]quinolin]-2'(3'H)-one